2-((4-amino-3-(methoxycarbonyl)-5,6-dihydropyridin-1(2H)-yl)methyl)-4-cyanobenzen-1-ide NC1=C(CN(CC1)CC1=[C-]C=CC(=C1)C#N)C(=O)OC